COC=1C=C(C(=O)N2[C@@H](CCC2)C(=O)NC2=C(C=CC=C2)[N+](=O)[O-])C=CC1N1C=NC(=C1)C (S)-1-(3-methoxy-4-(4-methyl-1H-imidazol-1-yl)benzoyl)-N-(2-nitrophenyl)pyrrolidine-2-carboxamide